C(C)(C)N1C(OC2(C1)CCN(CC2)C2=CC(=C1C(=N2)C(=CS1)C(=O)NC)C(F)(F)F)=O 5-(3-isopropyl-2-oxo-1-oxa-3,8-diazaspiro[4.5]dec-8-yl)-N-methyl-7-(trifluoromethyl)thieno[3,2-b]pyridine-3-carboxamide